ONC(=N)C1=CC=C(C(=O)OC=2C=3N(C(=CC2)CC(=O)OC(C)(C)C)N=CN3)C=C1 5-(2-tert-butoxy-2-oxoethyl)-[1,2,4]triazolo[1,5-a]pyridin-8-yl 4-(N-hydroxycarbamimidoyl)benzoate